FC=1C=C(C(=O)NN)C=CC1CN1C(N(C2=C1C=CC=C2)CCN2CCOCC2)=O 3-fluoro-4-((3-(2-morpholinoethyl)-2-oxo-2,3-dihydro-1H-benzo[d]imidazol-1-yl)methyl)benzoyl-hydrazine